FC1=C(C=CC=C1)[C@@]1([C@@H](CCC1)NC1=CC=CC=C1)C1=NC=CC=C1 N-((1R,2S)-2-(2-fluorophenyl)-2-(pyridin-2-yl)cyclopentyl)aniline